ethyl-3-propyl-urea C(C)NC(=O)NCCC